3-(5-(((3S,5S)-5-Methylpyrrolidin-3-yl)oxy)-1-oxoisoindolin-2-yl)piperidine-2,6-dione C[C@H]1C[C@@H](CN1)OC=1C=C2CN(C(C2=CC1)=O)C1C(NC(CC1)=O)=O